Isopropyl ((2,4-di-tert-butyl-5-(4-oxo-1,4-dihydroquinoline-3-carboxamido)phenoxy)(2-morpholinoethoxy)phosphoryl)-L-alaninate C(C)(C)(C)C1=C(OP(=O)(OCCN2CCOCC2)N[C@@H](C)C(=O)OC(C)C)C=C(C(=C1)C(C)(C)C)NC(=O)C1=CNC2=CC=CC=C2C1=O